bromophenethyl-phosphonic acid BrC(CC1=CC=CC=C1)P(O)(O)=O